NC/C=C/CNC(OC(C)(C)C)=O tert-butyl N-[(2E)-4-aminobut-2-en-1-yl]carbamate